N-(4-chlorobenzyl)-2-((1-((4-hydroxybutan-2-yl)sulfonyl)cyclopropyl)methyl)-1,6-dioxo-2,3,4,6-tetrahydro-1H-pyrido[1,2-a]pyrazine-7-carboxamide ClC1=CC=C(CNC(=O)C2=CC=C3N(CCN(C3=O)CC3(CC3)S(=O)(=O)C(C)CCO)C2=O)C=C1